C(C)C(C(=O)[O-])CCCC.C(C)C(C(=O)[O-])CCCC.[O-2].[Zr+4] zirconium oxide bis(2-ethylhexanoate)